C(CCCCCC)[C@@H]1CCC(O1)=O |r| (+-)-5-Heptyl-dihydro-2(3H)-furanone